trans-4-[2-[(2,2-difluoroethyl)amino]-5-[4-[(piperazin-1-yl)methyl]phenyl]-7H-pyrrolo[2,3-d]pyrimidin-7-yl]cyclohexan-1-ol hydrochloride Cl.FC(CNC=1N=CC2=C(N1)N(C=C2C2=CC=C(C=C2)CN2CCNCC2)[C@@H]2CC[C@H](CC2)O)F